platinum gold salt [Au].[Pt]